CC1=NC(=NN1C1=CC(=CC=C1)C(F)(F)F)C=O (5-methyl-1-(3-(trifluoromethyl)phenyl)-1H-1,2,4-triazol-3-yl)methanone